1,3,5-tris(4-tert-butyl-3-hydroxy-2,5-dimethylbenzyl)-1,3,5-triazine-2,4,6(1H,3H,5H)-trione C(C)(C)(C)C1=C(C(=C(CN2C(N(C(N(C2=O)CC2=C(C(=C(C(=C2)C)C(C)(C)C)O)C)=O)CC2=C(C(=C(C(=C2)C)C(C)(C)C)O)C)=O)C=C1C)C)O